C1(CC1)COC1=NC(=NC(=C1)C)C1=CC(=C(N(C)CCCC(=O)O)C(=C1)F)F 4-[4-[4-(cyclopropylmethoxy)-6-methyl-pyrimidin-2-yl]-2,6-difluoro-N-methyl-anilino]butyric acid